BrC1=CC(=C(N)C(=C1)C)C1(CC1)F 4-Bromo-2-(1-fluorocyclopropyl)-6-methylaniline